N-(n-butyl)-3-aminopropyltrimethoxy-silane C(CCC)NCCC[Si](OC)(OC)OC